Cl.C(C)[C@]1(C(OCC=2C(N3CC=4C(=NC=5C=C(C(=C6C5C4[C@@](CC6)(C)NC(CCCO)=O)C)F)C3=CC21)=O)=O)O N-((1S,9S)-9-Ethyl-5-Fluoro-9-Hydroxy-1,4-Dimethyl-10,13-Dioxo-1,2,3,9,10,12,13,15-Octahydrobenzo[De]Pyrano[3',4':6,7]Indolizino[1,2-b]Quinolin-1-Yl)-4-Hydroxybutanamide Hydrochloride